FC(C(=O)O)(F)F.ClC1=CC=C(C[C@@H]2N(C[C@H]3N(C2)C[C@H](C3)O)C3CCN(CC3)C3=NC=CC(=N3)C)C=C1 (3S,7S,8aS)-3-(4-chlorobenzyl)-2-(1-(4-methylpyrimidin-2-yl)piperidin-4-yl)octahydropyrrolo[1,2-a]pyrazin-7-ol 2,2,2-trifluoroacetate